CNC[C@H](O)[C@@H](O)[C@H](O)[C@H](O)CO.N(C)C[C@H](O)[C@@H](O)[C@H](O)[C@H](O)CO meglumine (N-methylglucamine) salt